(±)-cis-N-[8-amino-6-(5-cyclopropylpyridazin-4-yl)-3-isoquinolyl]-2-fluoro-cyclopropanecarboxamide NC=1C=C(C=C2C=C(N=CC12)NC(=O)[C@H]1[C@H](C1)F)C1=CN=NC=C1C1CC1 |r|